COC1=CC=C(CN(C=2N=C(C3=C(N2)C=CNC3=O)N[C@@H](C)CCC)CC3=CC=C(C=C3)OC)C=C1 (S)-2-(bis(4-methoxybenzyl)amino)-4-(pentan-2-ylamino)pyrido[4,3-d]pyrimidin-5(6H)-one